(S)-2-((S)-3-(5-((R)-1-amino-2,2,2-trifluoroethyl)-6-oxo-1,6-dihydropyridin-3-yl)-4,4-difluoropiperidin-1-yl)-N-(5-(2,4-difluorophenoxy)pyridin-2-yl)propanamide N[C@@H](C(F)(F)F)C1=CC(=CNC1=O)[C@H]1CN(CCC1(F)F)[C@H](C(=O)NC1=NC=C(C=C1)OC1=C(C=C(C=C1)F)F)C